1-fluoro-N-((6S,7S)-6-((2-fluoro-[1,1'-biphenyl]-3-yl)methyl)-5-((S)-2-fluoropropanoyl)-5-azaspiro[2.4]heptan-7-yl)methanesulfonamide FCS(=O)(=O)N[C@@H]1[C@@H](N(CC12CC2)C([C@H](C)F)=O)CC=2C(=C(C=CC2)C2=CC=CC=C2)F